C(C)(C)(C)C1=C(C(=CC(=C1)OC)C=1C(=C(C=C(C1)OC)C(C)(C)C)O)O 3,3'-di-tert-butyl-5,5'-dimethoxy-[1,1'-biphenyl]-2,2'-diol